(3-(4-fluoro-1H-indol-7-yl)-1-methyl-1,2,5,6-tetrahydropyridin-2-yl)methanol FC1=C2C=CNC2=C(C=C1)C=1C(N(CCC1)C)CO